FC1=CC=C(C=C1)N1N=C(C=C1S(=O)C)C(=O)NC1=CC(=C(C=C1)C)C1=CC2=C(N(C(N2)=O)C)C=C1 1-(4-fluorophenyl)-N-(4-methyl-3-(1-methyl-2-oxo-2,3-dihydro-1H-benzo[d]imidazol-5-yl)phenyl)-5-(methylsulfinyl)-1H-pyrazole-3-carboxamide